FC1=C(C(NC(N1[C@H]1[C@@H](O)[C@H](O)[C@H](O1)CO)=O)=O)C fluoro-5-methyl-1-beta-D-arabinofuranosyl-uracil